N-methylbicyclo[3.1.0]hexan-3-amine CNC1CC2CC2C1